CS(=O)(=O)C1=C(C=C(C2=C1CCO2)[N+](=O)[O-])C(=O)OC methyl 4-methylsulfonyl-7-nitro-2,3-dihydrobenzofuran-5-carboxylate